BrC1=C(C=C(C=C1)C)Br 1,2-dibromo-4-methylbenzene